C(C)(=O)N1CC2=C(N=C(N=C2)N2CCN(C3(C2)CCN(C(CC3)=O)CC(=O)O)C)CC1 2-(4-(6-acetyl-5,6,7,8-tetrahydropyrido[4,3-d]pyrimidin-2-yl)-1-methyl-10-oxo-1,4,9-triazaspiro[5.6]dodecan-9-yl)acetic acid